trans-8-((4-((4-fluoro-2-methylphenyl)(((S)-tetrahydrofuran-2-yl)methyl)amino)cyclohexyl)(methyl)amino)-5-methyl-6-oxo-5,6-dihydro-1,5-naphthyridine-2,7-dicarbonitrile FC1=CC(=C(C=C1)N([C@@H]1CC[C@H](CC1)N(C1=C(C(N(C=2C=CC(=NC12)C#N)C)=O)C#N)C)C[C@H]1OCCC1)C